(S)-2-(difluoromethoxy)-4-(4-(2,4-dimethylpiperazin-1-yl)piperidin-1-yl)aniline FC(OC1=C(N)C=CC(=C1)N1CCC(CC1)N1[C@H](CN(CC1)C)C)F